N-(5-cyclobutyl-1H-pyrazol-3-yl)-2-(4-(4-((1-(2-(2,4-dioxotetrahydropyrimidin-1(2H)-yl)-1,3-dioxoisoindolin-4-yl)piperidin-4-yl)methyl)piperazin-1-yl)phenyl)acetamide C1(CCC1)C1=CC(=NN1)NC(CC1=CC=C(C=C1)N1CCN(CC1)CC1CCN(CC1)C1=C2C(N(C(C2=CC=C1)=O)N1C(NC(CC1)=O)=O)=O)=O